4-((4-(3,4-dichlorophenyl)thiazol-2-yl)thio)-1H-1,2,3-triazole-5-carboxylic acid ClC=1C=C(C=CC1Cl)C=1N=C(SC1)SC=1N=NNC1C(=O)O